COC=1C=C(C=CC1)[C@H](C)N (S)-1-(3-methoxyphenyl)ethane-1-amine